NC1=C(OC2=C(C(=O)NC3=CC=4CC5=CC=CC=C5C4C=C3)C(=CC=C2)OC2=C(C=CC=C2)N)C=CC=C1 2,6-bis(aminophenoxy)-N-(2-fluorenyl)benzamide